S1[As](SCC1)C1=CC=C(C=C1)NC(C1=C(C=C(C=C1CCC1=CC=CC=C1)O)OC)=O N-(4-(1,3,2-Dithiarsolan-2-yl)phenyl)-4-hydroxy-2-methoxy-6-phenethylbenzamide